methyl 1-aminocyclopropane-1-carboxylate hydrochloride salt Cl.NC1(CC1)C(=O)OC